ClC1=C(C(=CC=C1)N1CCN(CC1)C(C)C)NC(=O)N1CCC(CC1)(C)C1=NOC(=N1)C1CC1 N-{2-chloro-6-[4-(propan-2-yl)piperazine-1-yl]phenyl}-4-(5-cyclopropyl-1,2,4-oxadiazol-3-yl)-4-methylpiperidine-1-carboxamide